ClC1=NC(=CC(=N1)C)SC 2-chloro-4-methyl-6-(methylthio)pyrimidine